C(C)OC(=O)C1=NC=CC(=C1)C=1OC2=C(N1)C=C(C=C2)C(=O)O 2-(2-(ethoxycarbonyl)pyridin-4-yl)benzo[d]oxazole-5-carboxylic acid